C(N)(OC1=C(C(=NC(=C1C(=O)OC(CC(C)(C)C)(C)C)Cl)Cl)F)=O tert-butyl(tert-butoxycarbonyl)(2,6-dichloro-3-fluoropyridine-4-yl) carbamate